ClC=1C=NN(C(C1NCC1=CC=C(C=C1)OC)=O)CC(=O)NC1=CC(=C(C=C1)C)S(NCCC1=NC=CC=C1)(=O)=O 2-[4-chloro-5-[(4-methoxyphenyl)methylamino]-6-oxo-pyridazin-1-yl]-N-[4-methyl-3-[2-(2-pyridyl)ethylsulfamoyl]phenyl]acetamide